8,8'-(((1S,2R)-2-(hydroxymethyl)-cyclopropyl)azane-diyl)bis(N,N-didec-yloctanamide) OC[C@H]1[C@H](C1)N(CCCCCCCC(=O)N(CCCCCCCCCC)CCCCCCCCCC)CCCCCCCC(=O)N(CCCCCCCCCC)CCCCCCCCCC